FC(C(C(C(CCCCCCCCC(C(C(C(F)(F)F)(F)F)(F)F)(F)F)(F)F)(F)F)(F)F)(F)F 1,1,1,2,2,3,3,4,4,13,13,14,14,15,15,16,16,16-octadecafluorohexadecane